(R)-N2-(3,4-Difluorophenyl)-N8-(1,1,1-trifluoropropan-2-yl)-3,4-dihydropyrrolo[1,2-a]pyrazine-2,8(1H)-dicarboxamide FC=1C=C(C=CC1F)NC(=O)N1CC=2N(CC1)C=CC2C(=O)N[C@@H](C(F)(F)F)C